5-ethyl-1-[3-(trimethoxysilyl)propyl]-1H-tetrazole C(C)C1=NN=NN1CCC[Si](OC)(OC)OC